methyl 4-amino-6-methylpyridine-2-carboxylate NC1=CC(=NC(=C1)C)C(=O)OC